C(CCCCCNC(CCC1=CC(=C(C(=C1)C(C)(C)C)O)C(C)(C)C)=O)NC(CCC1=CC(=C(C(=C1)C(C)(C)C)O)C(C)(C)C)=O N,N'-hexane-1,6-diyl-bis[3-(3,5-ditert-butyl-4-hydroxyphenyl)propionamide]